2-acetamido-N-(5-chlorooxazol-2-yl)benzamide C(C)(=O)NC1=C(C(=O)NC=2OC(=CN2)Cl)C=CC=C1